tert-butyl (2R,5S)-4-[7-bromo-8-fluoro-2-[[(6S)-5-methyl-5-azaspiro[2.4]heptan-6-yl] methoxy]-6-(trifluoromethyl) quinazolin-4-yl]-2,5-dimethyl-piperazine-1-carboxylate BrC1=C(C=C2C(=NC(=NC2=C1F)OC[C@H]1N(CC2(CC2)C1)C)N1C[C@H](N(C[C@@H]1C)C(=O)OC(C)(C)C)C)C(F)(F)F